L-alanine-(2-ethylbutyl) ester C(C)C(COC([C@@H](N)C)=O)CC